(P)-1-(5-fluoro-2-methoxy-4-((1s,2S)-2-((trifluoromethoxy)methyl)cyclopropyl)phenyl)-N-(isoxazol-3-yl)-N-(4-methoxybenzyl)-2-oxo-1,2-dihydroquinoline-6-sulfonamide FC=1C(=CC(=C(C1)N1C(C=CC2=CC(=CC=C12)S(=O)(=O)N(CC1=CC=C(C=C1)OC)C1=NOC=C1)=O)OC)[C@@H]1[C@H](C1)COC(F)(F)F